methyl 3-((1r,4r)-4-((3,5-dichloropyridin-2-yl)oxy)cyclohexyl)-2-oxo-2,3-dihydro-1H-benzo[d]imidazole-5-carboxylate ClC=1C(=NC=C(C1)Cl)OC1CCC(CC1)N1C(NC2=C1C=C(C=C2)C(=O)OC)=O